FC=1C=C2C(=C(/C(/C2=CC1)=C/C1=CC=C(C=C1)C(C)C)C)CCC#N (Z)-3-(5-fluoro-1-(4-isopropylbenzylidene)-2-methyl-1H-inden-3-yl)propanenitrile